C1(CC1)C1=NOC(=C1)C1=NN(C(=C1)N)C 3-(3-cyclopropyl-isoxazol-5-yl)-1-methyl-1H-pyrazol-5-amine